C(C)(C)(C)C=1N=CN(C1)C1=C(C=C(C=C1F)[N+](=O)[O-])C=1N=NN(N1)C(C1=CC=CC=C1)(C1=CC=CC=C1)C1=CC=CC=C1 5-(2-(4-(tert-butyl)-1H-imidazol-1-yl)-3-fluoro-5-nitrophenyl)-2-trityl-2H-tetrazole